(4R,5R)-5-((R)-5H-imidazo[5,1-a]isoindol-5-yl)-4,5,6,7-tetrahydro-[1,2,3]triazolo[1,5-a]pyridin-4-ol C=1N=CN2C1C1=CC=CC=C1[C@H]2[C@@H]2[C@H](C=1N(CC2)N=NC1)O